(S)-8-methoxy-N-(pyrrolidin-3-yl)quinolin-5-amine hydrochloride Cl.COC1=CC=C(C=2C=CC=NC12)N[C@@H]1CNCC1